CC[C@H]1[C@@H](C\C=C/C\C=C/CCCCCCCC)O1 (3S,4R,6Z,9Z)-3,4-epoxy-6,9-octadecadiene